O1C(=NC2=C1C=CC=C2)C2(CCN(CC2)C2=C(C(N(C1=CC=C(C=C21)C)C)=O)C(=O)N)C 4-[4-(1,3-Benzooxazol-2-yl)-4-methylpiperidin-1-yl]-1,6-dimethyl-2-oxo-1,2-dihydroquinoline-3-carboxamide